C(CCCCCCCCCCC)(=O)[O-].C(CCCCCCCCCCC)(=O)[O-].C(C)[Sn+2]CC diethyl-tin dilaurate